N-[[4-(4-methylthiazol-5-yl)phenyl]methyl]propan-2-amine CC=1N=CSC1C1=CC=C(C=C1)CNC(C)C